C(C)(C)(C)S1C(=NN=C1C)Br tert-butyl-2-bromo-5-methyl-1,3,4-thiadiazole